The molecule is an optically active form of asparaginate having L-configuration. It is an asparaginate and a L-alpha-amino acid anion. It is a conjugate base of a L-asparagine. It is an enantiomer of a D-asparaginate. C([C@@H](C(=O)[O-])N)C(=O)N